N-(3,3-difluorocyclobutyl)-5-(2-((3-(4-methylpiperazin-1-yl)phenyl)amino)-7H-pyrrolo[2,3-d]pyrimidin-5-yl)pyrazolo[1,5-a]pyridine-3-carboxamide FC1(CC(C1)NC(=O)C=1C=NN2C1C=C(C=C2)C2=CNC=1N=C(N=CC12)NC1=CC(=CC=C1)N1CCN(CC1)C)F